O1CCC(CC1)CC12CNCC2C1N tetrahydropyran-4-ylmethyl-3-azabicyclo[3.1.0]hexan-6-amine